(1s,3s)-N-(prop-2-yn-1-yl)adamantan-1-amine C(C#C)NC12CC3CC(CC(C1)C3)C2